COC1=CC2=C(N=C(S2)C=2C=C(C=C3N=C(C=NC23)COC)C#N)C(=C1)C 8-(6-methoxy-4-methylbenzo[d]thiazol-2-yl)-3-(methoxymethyl)quinoxaline-6-carbonitrile